2-[(1R)-1-(4-chlorophenyl)-2-[(5-chloropyridin-2-yl)methyl]-1-methoxy-3-oxo-2,3-dihydro-1H-isoindol-5-yl]-2-hydroxy-N-(1-methylazetidin-3-yl)propanamide ClC1=CC=C(C=C1)[C@@]1(N(C(C2=CC(=CC=C12)C(C(=O)NC1CN(C1)C)(C)O)=O)CC1=NC=C(C=C1)Cl)OC